cetyl-phosphate C(CCCCCCCCCCCCCCC)OP(=O)([O-])[O-]